1-(6-(4-fluorophenyl)-4-hydroxy-1-(2-(4-hydroxypiperidin-1-yl)ethyl)-2-oxo-1,2-dihydro-1,8-naphthyridine-3-carboxamido)cyclohexane-1-carboxylic acid FC1=CC=C(C=C1)C=1C=C2C(=C(C(N(C2=NC1)CCN1CCC(CC1)O)=O)C(=O)NC1(CCCCC1)C(=O)O)O